[N+](=O)([O-])C=1C=CC2=C(C(=N[C@H](C=3N2C(=NN3)SCCC)CCC(=O)OC)C3=C(C=CC=C3)F)C1 methyl (S)-3-(8-nitro-6-(2-fluorophenyl)-1-(propylthio)-4H-benzo[f][1,2,4]triazolo[4,3-a][1,4]diazepin-4-yl)propionate